(E)-4-methoxy-3-(2-nitrovinyl)-1H-pyrrolo[2,3-c]pyridine COC1=C2C(=CN=C1)NC=C2\C=C\[N+](=O)[O-]